6-(methyl)purine CC1=C2NC=NC2=NC=N1